COC1=C(C=CC(=C1)OC)CNC(=O)C1=CNC2=CN=C(C=C21)C N-[(2,4-dimethoxyphenyl)methyl]-5-methyl-1H-pyrrolo[2,3-c]pyridine-3-carboxamide